(S)-methyl chloromandelate Cl[C@@](C(=O)OC)(O)C1=CC=CC=C1